N-cyclohexyl(aminomethyl)triethoxysilane C1(CCCCC1)NC[Si](OCC)(OCC)OCC